FC1=C(C=CC=C1F)C1=C2C(=C3C(=NC(=NC3=C1)OC[C@H]1N(C[C@@H](C1)F)C)N1CCN(CC1)C(C=C)=O)OCCC2 1-(4-(5-(2,3-difluorophenyl)-8-(((2S,4R)-4-fluoro-1-methylpyrrolidin-2-yl)methoxy)-3,4-dihydro-2H-pyrano[2,3-f]quinazolin-10-yl)piperazin-1-yl)prop-2-en-1-one